nitrogen (2-cyano-(2-chlorophenyl)ethyl)-nitrogen C(#N)C(C[N])C1=C(C=CC=C1)Cl.[N]